N-(but-3-en-1-yl)-N-(6-chloropyridin-3-yl)-4-methylbenzenesulfonamide C(CC=C)N(S(=O)(=O)C1=CC=C(C=C1)C)C=1C=NC(=CC1)Cl